C1(CC1)N1N=CC(=C1)NC1=NC=C(C(=N1)C1=CC=C(OCC(C#N)(C)C)C=C1)C (4-(2-((1-cyclopropyl-1H-pyrazol-4-yl)amino)-5-methylpyrimidin-4-yl)phenoxy)-2,2-dimethylpropionitrile